Cl.C1(=C2N(C=N1)CCC2)C(C(=O)NC=2SC=CN2)N2C(C1=CC(=CC(=C1C2)F)C=2C=NN(C2)C2CCNCC2)=O 2-(6,7-dihydro-5H-pyrrolo[1,2-c]imidazol-1-yl)-2-[4-fluoro-1-oxo-6-[1-(4-piperidyl)pyrazol-4-yl]isoindolin-2-yl]-N-thiazol-2-yl-acetamide hydrochloride